C(CCCCCCCCCCC)C(=S)SC(C(=O)O)C 2-(dodecyl-thiocarbonylthio)propionic acid